C1(CCC1)\C=N\[S@](=O)C(C)(C)C (R)-N-[(E)-cyclobutyl-methylene]-2-methyl-2-propanesulfinamide